CN(C)CC1COC2=C(O1)C=CC(=C2)NC2=NC=CC(=N2)NC=2C=NC1=CC=CC=C1C2 N2-(2-((dimethylamino)methyl)-2,3-dihydrobenzo[b][1,4]dioxin-6-yl)-N4-(quinolin-3-yl)pyrimidine-2,4-diamine